[4-nitro-2-(8-oxa-3-azabicyclo[3.2.1]octan-3-yl)phenyl]methanone [N+](=O)([O-])C1=CC(=C(C=C1)C=O)N1CC2CCC(C1)O2